FC=1C=C2CCC(C2=CC1)OCC(=O)N1CC2CCC(C1)N2C2=NC=C(C#N)C=C2 Racemic-6-(3-(2-((5-fluoro-2,3-dihydro-1H-inden-1-yl)oxy)acetyl)-3,8-diazabicyclo[3.2.1]octan-8-yl)nicotinonitrile